tert-butyl-(1R,5S,6r)-6-[hydroxy(4-methoxy-2-thienyl)methyl]-3-azabicyclo[3.1.0]hexane C(C)(C)(C)[C@]12CNC[C@H]2[C@H]1C(C=1SC=C(C1)OC)O